C(C)C=1N=C(NC(C1)=O)C=1C(=C(CNC(=O)[C@@H]2C[C@H](C2)OCC2=C(C=CC=C2)C(F)(F)F)C=CC1C(F)(F)F)F trans-N-[3-(4-ethyl-6-oxo-1,6-dihydropyrimidin-2-yl)-2-fluoro-4-(trifluoromethyl)benzyl]-3-{[2-(trifluoromethyl)benzyl]oxy}cyclobutane-1-carboxamide